neopentanal C(C(C)(C)C)=O